Bis-(5-pyridin-3-yl-thiophen-2-ylmethyl)-amine N1=CC(=CC=C1)C1=CC=C(S1)CNCC=1SC(=CC1)C=1C=NC=CC1